FC(=CCCOC(C(C)N1N=CC(=C1)Cl)=O)F.CCC[Si](OCC)(OCC)OCC gamma-propyl-triethoxysilane 4,4-difluorobut-3-en-1-yl-2-(4-chloro-1H-pyrazol-1-yl)propanoate